C1(=CC=CC=C1)CS(=O)(=O)OC1=C(O[C@](C1=O)([2H])C1=CC=C(C=C1)C(F)(F)F)N (R)-2-amino-4-oxo-5-(4-(trifluoromethyl)phenyl)-4,5-dihydrofuran-3-yl-5-d phenylmethanesulfonate